ClC=1C=C2C(=NC(=NC2=C(C1C1=CC(=CC2=CC=C(C(=C12)CC)F)OCOC)F)OC[C@]12CCCN2C[C@@H](C1)F)N1CCOCC(C1)(O)C 4-(6-chloro-7-(8-ethyl-7-fluoro-3-(methoxymethoxy)naphthalen-1-yl)-8-fluoro-2-(((2R,7aS)-2-Fluorotetrahydro-1H-pyrrolizin-7a(5H)-yl)methoxy)quinazolin-4-yl)-6-methyl-1,4-oxazepan-6-ol